OC=1C(=NC(=C(C1O)C)C)C 3,4-dihydroxy-2,5,6-trimethyl-pyridine